tert-butyl (S)-3-(picolinamido)piperidine-1-carboxylate N1=C(C=CC=C1)C(=O)N[C@@H]1CN(CCC1)C(=O)OC(C)(C)C